6-(2-(4-((5-Cyclopropyl-3-(3,5-dichloropyridin-4-yl)isoxazol-4-yl)methoxy)bicyclo[2.2.2]octan-1-yl)ethyl)-4-(trifluoromethyl)chinolin C1(CC1)C1=C(C(=NO1)C1=C(C=NC=C1Cl)Cl)COC12CCC(CC1)(CC2)CCC=2C=C1C(=CC=NC1=CC2)C(F)(F)F